Methyl (E)-4-((1-formylnaphthalen-2-yl)oxy)but-2-enoate C(=O)C1=C(C=CC2=CC=CC=C12)OC/C=C/C(=O)OC